3-(N-(cyclopropylmethyl)-4-fluorobenzoylamino)-2-fluorobenzoyl chloride C1(CC1)CN(C=1C(=C(C(=O)Cl)C=CC1)F)C(C1=CC=C(C=C1)F)=O